4-chloro-3-(3,3-difluorocyclopentyl)-1H-indazole ClC1=C2C(=NNC2=CC=C1)C1CC(CC1)(F)F